NC1=CC2=CN(N=C2C=C1N1CCOCC1)CCOCC(=O)N 2-(2-(5-amino-6-morpholino-2H-indazol-2-yl)ethoxy)acetamide